C(CCCCC)C(C(=O)NC(CCSCCC(=O)OCCCCCCCCCCCCCCCCCC)C(=O)NC1CCN(CC1)C)CCCCCCCC octadecyl 3-((3-(2-hexyldecanamido)-4-((1-methylpiperidin-4-yl)amino)-4-oxobutyl)thio)propanoate